(4-Cyclopropylpiperazin-1-yl)(3'-((6-methoxy-2-(2-methylimidazo[2,1-b][1,3,4]thiadiazol-6-yl)benzofuran-4-yl)methoxy)-[1,1'-biphenyl]-4-yl)methanone C1(CC1)N1CCN(CC1)C(=O)C1=CC=C(C=C1)C1=CC(=CC=C1)OCC1=CC(=CC2=C1C=C(O2)C=2N=C1SC(=NN1C2)C)OC